(S)-2-((7-((4-fluorobenzyl)oxy)-3,4-dihydroisoquinolin-2(1H)-yl)methyl)-1-((oxetan-2-yl)methyl)-1H-benzo[d]imidazole-6-carboxylic acid tert-butyl ester C(C)(C)(C)OC(=O)C=1C=CC2=C(N(C(=N2)CN2CC3=CC(=CC=C3CC2)OCC2=CC=C(C=C2)F)C[C@H]2OCC2)C1